(Z)-2-(5,6-dimethoxy-2-methyl-1-(3,4,5-trimethoxybenzylidene)-1H-inden-3-yl)acetic acid COC=1C=C2C(=C(/C(/C2=CC1OC)=C/C1=CC(=C(C(=C1)OC)OC)OC)C)CC(=O)O